(1R,3R,5'S,7a'R)-5'-(3,5-difluorophenyl)-3-((R)-1-(3-fluoropyridin-2-yl)ethoxy)tetrahydro-3'H-spiro[cyclobutane-1,2'-pyrrolo[2,1-b]oxazol]-3'-one FC=1C=C(C=C(C1)F)[C@@H]1CC[C@H]2OC3(C(N21)=O)CC(C3)O[C@H](C)C3=NC=CC=C3F